O[C@@H]1C[C@H](N(C1)C(C(C(C)C)C1=CC(=NO1)OC)=O)C=1NC=C(N1)C(=O)N(CC1=CC=C(C=C1)C1=C(N=CS1)C)CC(C)C 2-[(2S,4R)-4-hydroxy-1-[2-(3-methoxy-1,2-oxazol-5-yl)-3-methylbutyryl]pyrrolidin-2-yl]-N-(2-methylpropyl)-N-[[4-(4-methyl-1,3-thiazol-5-yl)phenyl]methyl]-1H-imidazole-4-carboxamide